2-(4-bromophenyl)-3-(4-(pyrene-1-yl)phenyl)acrylonitrile BrC1=CC=C(C=C1)C(C#N)=CC1=CC=C(C=C1)C1=CC=C2C=CC3=CC=CC4=CC=C1C2=C34